3-(4-Bromobutyl)-1-methylimidazole bromide [Br-].BrCCCCN1CN(C=C1)C